ClC1=NC(=NN2C1=C(C(=C2)C2=C(C(=CC=C2)OC)C)C2=NC=CC(=C2)OC)C=2N(C=CN2)C 4-Chloro-6-(3-methoxy-2-methylphenyl)-5-(4-methoxypyridin-2-yl)-2-(1-methyl-1H-imidazol-2-yl)pyrrolo[2,1-f][1,2,4]triazine